C[Si](CCOCN1N=C(N=C1)C(C)=O)(C)C 1-(1-((2-(trimethylsilyl)ethoxy)methyl)-1H-1,2,4-triazol-3-yl)ethan-1-one